C(C1=CC=CC=C1)(=O)N=C(NCC1=CC(=C(C(=C1)F)F)F)S N'-benzoyl-N-(3,4,5-trifluorobenzyl)carbamimidothioic acid